CC1=CC(=NC(=N1)C(CC)C)N1CC2=C(CC1)N=C(S2)N 4,5,6,7-tetrahydro-5-[6-methyl-2-(1-methylpropyl)-4-pyrimidinyl]-thiazolo[5,4-c]pyridin-2-amine